[3-(cyanomethyl)-3-(3',5'-dimethyl-1H,1'H-4,4'-bipyrazol-1-yl)azetidin-1-yl]-2,5-difluoro-N-[(1S)-2,2,2-trifluoro-1-methylethyl]benzamide C(#N)CC1(CN(C1)C=1C(=C(C(=O)N[C@H](C(F)(F)F)C)C=C(C1)F)F)N1N=CC(=C1)C=1C(=NNC1C)C